FC(C(C(F)(F)F)OC(=O)N1CC2(CC1)CCN(CC2)CC2=CC(=C(CN1CCC(CC1)C(=O)O)C=C2)C(F)(F)F)(F)F 1-(4-((2-(((1,1,1,3,3,3-Hexafluoropropan-2-yl)oxy)carbonyl)-2,8-diazaspiro[4.5]decan-8-yl)methyl)-2-(trifluoromethyl)benzyl)piperidine-4-carboxylic acid